FC1(CN(CCC1(O)O)C(=O)OCC1=CC=CC=C1)F benzyl 3,3-difluoro-4,4-dihydroxypiperidine-1-carboxylate